N1(C=NC2=C1C=CC=C2)CC2=CC=C(C(=O)N1CCN(CC1)C1=NC3=CC=CC=C3C(N1)=O)C=C2 2-[4-[4-(Benzimidazol-1-ylmethyl)benzoyl]piperazin-1-yl]-3H-quinazolin-4-one